CN1C2=CC=CC=C2C=2C(CCCC12)=O 9-Methyl-1,2,3,9-tetrahydro-4H-carbazol-4-one